(S)-3-(3-chloro-4-fluorophenyl)-1-(1-(1-cyanoisoquinolin-4-yl)ethyl)-1-methylurea ClC=1C=C(C=CC1F)NC(N(C)[C@@H](C)C1=CN=C(C2=CC=CC=C12)C#N)=O